1-(2-hydroxycyclohexyl)-3-(1-(4-(pyridin-4-yl)phenyl)ethyl)urea OC1C(CCCC1)NC(=O)NC(C)C1=CC=C(C=C1)C1=CC=NC=C1